sulpho-phosphovanillin S(=O)(=O)(O)C(=O)C1=CC(OC)=C(OP(=O)=O)C=C1